2-(N-azetidinyl-carbonyl)-5-chlorophenyl 3-deoxy-3-[4-(3-fluoro-4-methylphenyl)-1H-1,2,3-triazol-1-yl]-2-O-methyl-1-thio-α-D-galactopyranoside FC=1C=C(C=CC1C)C=1N=NN(C1)[C@@H]1[C@H]([C@@H](SC2=C(C=CC(=C2)Cl)C(=O)N2CCC2)O[C@@H]([C@@H]1O)CO)OC